C(C)(C)(C)OC(=O)N1CC(CCC1)N1N=C(C2=C1C=1C=CC=C(C1S(C2)(=O)=O)F)C(=O)O 1-(1-(tert-Butoxycarbonyl)piperidin-3-yl)-6-fluoro-1,4-dihydrothiochromeno[4,3-c]pyrazole-3-carboxylic acid 5,5-dioxide